CC1=CC(=CC(=N1)C1=NOC(=N1)C=1SC=C(N1)C)O[C@H]1COCC1 (R)-3-(6-methyl-4-((tetrahydrofuran-3-yl)oxy)pyridin-2-yl)-5-(4-methylthiazol-2-yl)-1,2,4-oxadiazole